C1=CC=CC=2C3=CC=CC=C3C(C12)N(C1(CCCC1)C(=O)O)C(=O)OC 1-(9H-fluoren-9-yl-methoxycarbonylamino)cyclopentan-1-carboxylic acid